tert-Butyl (2-(2-chloro-5-nitrophenethoxy)ethyl)(methyl)carbamate ClC1=C(CCOCCN(C(OC(C)(C)C)=O)C)C=C(C=C1)[N+](=O)[O-]